(4-fluorophenyl)-N-methyl-[1,2,4]triazolo[4,3-a]quinazolin-5-amine FC1=CC=C(C=C1)C1=NN=C2N1C1=CC=CC=C1C(=N2)NC